C(C)OC(/C(=C/OC1=CC2=C(N(CC(CS2(=O)=O)(C)CCCC)C2=CC=CC=C2)C=C1SC)/F)=O ethyl-(Z)-3-((3-butyl-3-methyl-7-(methylthio)-1,1-dioxido-5-phenyl-2,3,4,5-tetrahydro-1,5-benzothiazepin-8-yl) oxy)-2-fluoroacrylate